C(C)(C)NC(O[C@H]1C[C@H](CC1)C=1NN=C(C1)NC(C1=CC(=C(C=C1)NC(C)=O)C=O)=O)=O (1R,3S)-3-[5-(4-acetamido-3-formylbenzamido)-2H-pyrazol-3-yl]cyclopentyl N-isopropylcarbamate